ClC=1C=C(C=CC1N)C=1SC2=C(N1)C=CC(=C2S(=O)(=O)O)C 2-(3-chloro-4-aminophenyl)-6-methylbenzothiazole-7-sulphonic acid